3-((5-(((3-exo)-8-(2-cyanoethyl)-8-azabicyclo[3.2.1]oct-3-yl)amino)-1,6-naphthyridin-7-yl)amino)-1H-pyrazole-5-carboxamide C(#N)CCN1C2CC(CC1CC2)NC2=C1C=CC=NC1=CC(=N2)NC2=NNC(=C2)C(=O)N